N1=NNC=C1 3H-[1,2,3]triazol